1-(cyclopropylmethyl)-N-(3-fluoropyridin-4-yl)-2-methyl-1H-indole-3-carboxamide C1(CC1)CN1C(=C(C2=CC=CC=C12)C(=O)NC1=C(C=NC=C1)F)C